Cl.Cl.COCCC1=C2C=CC(=CC2=CC=C1)O 5-(2-methoxyethyl)naphthalene-2-ol dihydrochloride